CC1CCC(N(C1)C(C(=O)O)=O)C=1C=C2C3(C(N(C2=CC1)C)=O)CC3 2-(5-methyl-2-(1'-methyl-2'-oxospiro[cyclopropane-1,3'-indolin]-5'-yl)piperidin-1-yl)-2-oxoacetic acid